4,6,6,7,8,8-hexamethyl-1,3,4,6,7,8-hexahydrocyclopenta[G]-2-benzopyran CC1COCC2=C1C=C1C(=C2)C(C(C1(C)C)C)(C)C